2-fluoro-4-(isocyanatomethyl)-1-methoxybenzene FC1=C(C=CC(=C1)CN=C=O)OC